FC1=C(C=C(C(=O)N2CCC(CC2)N2CC(C2)(N2N=CC(=C2)C=2C3=C(N=CN2)NC=C3)CC#N)C=C1)O {1-[1-(4-fluoro-3-hydroxybenzoyl)piperidin-4-yl]-3-[4-(7H-pyrrolo[2,3-d]pyrimidin-4-yl)-1H-pyrazol-1-yl]azetidin-3-yl}acetonitrile